N1(C=NC=C1)CCN1N=CC(=C1)NC=1SC=C(N1)C1=CC=C(C=C1)N1C(NCC1)=O 1-(4-{2-[1-(2-Imidazol-1-yl-ethyl)-1H-pyrazol-4-ylamino]-thiazol-4-yl}-phenyl)-imidazolidin-2-one